(S)-2-(3-chloro-methyl 5-cyclopropyl-6-oxopyridazin-1(6H)-yl)-4-methylpentanoate ClC1=NN(C(C(=C1C)C1CC1)=O)[C@H](C(=O)[O-])CC(C)C